4-cyclopentyl-1-aminopiperazine C1(CCCC1)N1CCN(CC1)N